N-(2-Fluoro-4-(4,4,5,5-tetramethyl-1,3,2-dioxaborolan-2-yl)benzyl)-5-methyl-1H-pyrazolo[3,4-b]pyridin-3-amine FC1=C(CNC2=NNC3=NC=C(C=C32)C)C=CC(=C1)B1OC(C(O1)(C)C)(C)C